5-(allylthio)-1-{[3-(2-chlorophenyl)-2-(2,4-difluorophenyl)oxiran-2-yl]methyl}-1H-1,2,4-triazole C(C=C)SC1=NC=NN1CC1(OC1C1=C(C=CC=C1)Cl)C1=C(C=C(C=C1)F)F